N[C@H](C(=O)OC)[C@@H](C)O methyl (2S,3R)-2-amino-3-hydroxy-butanoate